NC=1C=2N(C=C(N1)C=1C=NN(C1)C1(CN(C1)C(=O)C1CCC1)CC#N)C(=CN2)C2=C(C=CC(=C2)C(C(F)F)(C)O)C 2-(3-(4-(8-amino-3-(5-(1,1-difluoro-2-hydroxypropan-2-yl)-2-methylphenyl)imidazo[1,2-a]pyrazin-6-yl)-1H-pyrazol-1-yl)-1-(cyclobutanecarbonyl)azetidin-3-yl)acetonitrile